(2,3,4,5,6-Pentafluorophenyl) 6-chloro-3-[(1R)-1-[2-[1-(2-hydroxy-2-methyl-propyl)pyrazol-4-yl]-3,6-dimethyl-4-oxo-chromen-8-yl]ethoxy]pyridine-2-sulfonate ClC1=CC=C(C(=N1)S(=O)(=O)OC1=C(C(=C(C(=C1F)F)F)F)F)O[C@H](C)C=1C=C(C=C2C(C(=C(OC12)C=1C=NN(C1)CC(C)(C)O)C)=O)C